tert-butyl (3-((4-bromobenzo[d]oxazol-2-yl)amino)propyl)carbamate BrC1=CC=CC2=C1N=C(O2)NCCCNC(OC(C)(C)C)=O